CN(CCC)CCC N-methyldi(n-propyl)amine